COC=1C=C(C=CC1)C1=CC=C(C=C1)B(O)O 3'-METHOXY-BIPHENYL-4-BORONIC ACID